2'-(3-cyano-1-methoxy-5,5-dimethyl-4-oxocyclohex-2-enyl)-5'-fluoro-3,3'-bipyridine-5-carbonitrile C(#N)C1=CC(CC(C1=O)(C)C)(OC)C1=NC=C(C=C1C=1C=NC=C(C1)C#N)F